ClC1=C(C=C(C=C1)C=1C=C2C(=NC1)C=NN2)OC(F)F 6-[4-chloro-3-(difluoromethoxy)phenyl]pyrazolo[4,3-b]pyridine